(3R)-3-{[7-(methanesulfonamido)-2-(4-methoxyphenyl)[1,2,4]triazolo[1,5-c]quinazolin-5-yl]amino}azepin-2-one tert-butyl-(2-(1,4-dioxaspiro[4.5]decan-8-yl)thiazol-5-yl)carbamate C(C)(C)(C)N(C(O)=O)C1=CN=C(S1)C1CCC2(OCCO2)CC1.CS(=O)(=O)NC1=CC=CC=2C=3N(C(=NC12)NC=1C(N=CC=CC1)=O)N=C(N3)C3=CC=C(C=C3)OC